ClC=1C(=NC(=NC1)NC=1C=NN(C1)C1CCN(CC1)C)NC1=C(C=CC(=C1)[N+](=O)[O-])F 5-chloro-N4-(2-fluoro-5-nitrophenyl)-N2-[1-(1-methylpiperidin-4-yl)-1H-pyrazol-4-yl]pyrimidine-2,4-diamine